C/C(=C/C=C/C=C/C(=O)OCC)/CC\C=C(\CCC=C(C)C)/C ethyl (2E,4E,6Z,10E)-7,11,15-trimethylhexadeca-2,4,6,10,14-pentaenoate